4-[(1S,2S)-2-(4,4,5,5-tetramethyl-1,3,2-dioxaborolan-2-yl)cyclopropyl]quinoline CC1(OB(OC1(C)C)[C@@H]1[C@H](C1)C1=CC=NC2=CC=CC=C12)C